2-(2,5-difluorophenyl)-N-((2S)-1-oxo-1-(((2S)-5,5,5-trifluoro-1-hydroxyl-(thiazol-2-yl)pentan-2-yl)amino)propan-2-yl)thiazole-5-carboxamide FC1=C(C=C(C=C1)F)C=1SC(=CN1)C(=O)N[C@H](C(N[C@H](C(O)C=1SC=CN1)CCC(F)(F)F)=O)C